1-[[3-(trifluoromethyl)phenyl]methyl]-3,4-dihydro-2H-quinoline-3-carbaldehyde FC(C=1C=C(C=CC1)CN1CC(CC2=CC=CC=C12)C=O)(F)F